C1(=C(C=CC=C1)C=1C(=CN(C1)C)C#N)C 4-(2-tolyl)-1-methyl-pyrrole-3-carbonitrile